FC(C(C(F)(F)I)(F)F)(C(F)(F)F)F Nonafluoro-n-butyl Iodide